2-amino-4-bromo-5-chloro-3-fluorobenzene-1-carboxylic acid NC1=C(C=C(C(=C1F)Br)Cl)C(=O)O